4-(4-piperidyl)pyridine-2,3-diamine N1CCC(CC1)C1=C(C(=NC=C1)N)N